methyl 3-(ethylsulfamoyl)-4-(4,4,5,5-tetramethyl-1,3,2-dioxaborolan-2-yl)-benzoate C(C)NS(=O)(=O)C=1C=C(C(=O)OC)C=CC1B1OC(C(O1)(C)C)(C)C